2-((4-bromothiophene-2-yl)methylene-3-oxo-2,3-dihydrobenzofuran-6-yloxy)acetonitrile BrC=1C=C(SC1)C=C1OC2=C(C1=O)C=CC(=C2)OCC#N